(S)-2-((4-(6-(6-chloro-8-fluoro-3,4-dihydroisoquinolin-2(1H)-yl)pyridin-2-yl)piperazin-1-yl)methyl)-1-(oxetan-2-ylmethyl)-1H-benzo[d]imidazole-6-carboxylic acid ClC=1C=C2CCN(CC2=C(C1)F)C1=CC=CC(=N1)N1CCN(CC1)CC1=NC2=C(N1C[C@H]1OCC1)C=C(C=C2)C(=O)O